2,2,2-trichloroethyl (1S,3r,5R)-8-aza-bicyclo[3.2.1]octan-3-ylcarbamate [C@@H]12CC(C[C@@H](CC1)N2)NC(OCC(Cl)(Cl)Cl)=O